CN(C(=O)C1=CC=CC(=N1)N1C(C2(CC1)CCN(CC2)C(=O)OC(C)(C)C)=O)C tert-butyl 2-(6-(dimethylcarbamoyl)pyridin-2-yl)-1-oxo-2,8-diazaspiro[4.5]decane-8-carboxylate